([[4-(2-methylpropyloxy)phenyl]methyl])amine CC(COC1=CC=C(C=C1)CN)C